ClC=1C=C2C(=C(NC2=CC1)C(=O)NCCNS(=O)(=O)C1=C(C=CC=C1)F)S(=O)(=O)C1=CC(=CC(=C1)C)C 5-chloro-3-((3,5-dimethylphenyl)sulfonyl)-N-(2-((2-fluorophenyl)sulfonamido)ethyl)-1H-indole-2-carboxamide